(S)-7-((6-(aminomethyl)-5-(tetrahydrofuran-3-yl)pyridin-2-yl)amino)-4-(7-fluoro-imidazo[1,2-a]pyridin-3-yl)isoindolin-1-one NCC1=C(C=CC(=N1)NC=1C=CC(=C2CNC(C12)=O)C1=CN=C2N1C=CC(=C2)F)[C@H]2COCC2